5-amino-N-cyclopropyl-2-fluoro-4-methylbenzamide NC=1C(=CC(=C(C(=O)NC2CC2)C1)F)C